1,3-bis(2-hydroxyethoxy)benzene tert-butyl-(R)-4-(5-chloro-4-((1-(2,4-dichlorophenyl)ethyl)amino)pyrimidin-2-yl)piperazine-1-carboxylate C(C)(C)(C)OC(=O)N1CCN(CC1)C1=NC=C(C(=N1)N[C@H](C)C1=C(C=C(C=C1)Cl)Cl)Cl.OCCOC1=CC(=CC=C1)OCCO